3,5-dimethyl-2-acetylpyrazine CC=1C(=NC=C(N1)C)C(C)=O